CN(C([O-])=O)C(CC=O)CC=O N-Methyl-N-[3-oxo-1-(2-oxoethyl)propyl]carbamate